methyl-hydroxy-ethyl-piperazine CC1(N(CCNC1)CC)O